5-bromo-1-(1-(2,5-dimethyl-1-((1-methyl-1H-pyrazol-4-yl)methyl)-1H-pyrrol-3-yl)-1-oxopropan-2-yl)pyridin-2(1H)-one BrC=1C=CC(N(C1)C(C(=O)C1=C(N(C(=C1)C)CC=1C=NN(C1)C)C)C)=O